5-[3-(dimethylamino)propyl]-5-hydroxyazelaic acid 1,9-bis(pentadec-8-yl) ester CCCCCCCC(CCCCCCC)OC(CCCC(CCCC(=O)OC(CCCCCCC)CCCCCCC)(O)CCCN(C)C)=O